C(C=C)(=O)N1CCN(CC1)C1=NC(=C(C=2CN(CCC12)C1=CC=CC2=CC=CC=C12)C#N)N1CCS(CC1)(=O)=O 1-(4-acryloylpiperazin-1-yl)-3-(1,1-dioxidothiomorpholino)-6-(naphthalen-1-yl)-5,6,7,8-tetrahydro-2,6-naphthyridine-4-carbonitrile